3-bromocyclohex-1-ene BrC1C=CCCC1